BrC=1C2=C(C(=NC1)NC1=C(C=C(C=C1)OC)OC)C(N(C2C2=C(C=CC(=C2)F)Cl)CC2=CC=C(C=C2)OC)=O 7-bromo-1-(2-chloro-5-fluorophenyl)-4-[(2,4-dimethoxyphenyl)amino]-2-[(4-methoxyphenyl)methyl]-2,3-dihydro-1H-pyrrolo[4,3-c]pyridin-3-one